Dec-2-en-10-one CC=CCCCCCCC=O